Terbium Oxyhydroxide O(O)O.[Tb]